C(C)(C)(C)OC(=O)N1[C@@H](CCC1)C=1NC(=C(N1)C1=CC=C(C=C1)C(NC1=NC=CC(=C1)F)=O)C(=O)OCC (S)-ethyl 2-(1-(tert-butoxycarbonyl) pyrrolidin-2-yl)-4-(4-((4-fluoropyridin-2-yl) carbamoyl) phenyl)-1H-imidazole-5-carboxylate